2-chloroimidazo[1,2-b]pyridazin ClC=1N=C2N(N=CC=C2)C1